[Mg].[Br] bromine compound with magnesium